(S)-1'-(5-((3-chloro-2-(dimethylamino)pyridin-4-yl)thio)pyrazin-2-yl)-1,3-dihydrospiro[indene-2,4'-piperidin]-1-amine ClC=1C(=NC=CC1SC=1N=CC(=NC1)N1CCC2(CC1)[C@@H](C1=CC=CC=C1C2)N)N(C)C